4-(5-bromo-3-fluoropyridin-2-yl)-4-azaspiro[2.4]heptan-5-one BrC=1C=C(C(=NC1)N1C2(CC2)CCC1=O)F